C(C)(C)(C)C1=CC2=C(N=C(N=C2)NC2=CC=C(C=C2)N2CCN(CC2)C)N1C1=CC=CC(=N1)C(C)(C)O 2-(6-(6-(tert-butyl)-2-((4-(4-methylpiperazin-1-yl)phenyl)amino)-7H-pyrrolo[2,3-d]pyrimidin-7-yl)pyridin-2-yl)propan-2-ol